1,1,1-trifluoro-2-methylpropan-2-amine FC(C(C)(N)C)(F)F